NC=1N=CC(=NC1OCC1=C(C(=CC=C1F)F)Cl)C1=CC=C(C=C1)NS(=O)(=O)CCNC1CC1 2-cyclopropylamino-ethanesulfonic acid {4-[5-amino-6-(2-chloro-3,6-difluoro-benzyloxy)-pyrazin-2-yl]-phenyl}-amide